N-(5-((3-((5-fluoropyrimidin-2-yl)methyl)-2-methylpyrrolidin-1-yl)methyl)thiazol-2-yl)acetamide FC=1C=NC(=NC1)CC1C(N(CC1)CC1=CN=C(S1)NC(C)=O)C